CN(C1=CC(=NC(=C1)C1=NC=CC=C1)C1=NC=CC=C1C1=CC=CC=C1)C 4'-dimethylaminophenyl-2,2':6',2''-terpyridine